5-acetyl-3-(4-methoxyphenyl)-7-methylquinoline-2-carbonitrile C(C)(=O)C1=C2C=C(C(=NC2=CC(=C1)C)C#N)C1=CC=C(C=C1)OC